COC=1C=C(C=CC1OC)C1=CC=NC=2N1N=C(C2)C(=O)NC2=CC=C(C(=O)NCCNC(OC(C)(C)C)=O)C=C2 tert-butyl (2-(4-(7-(3,4-dimethoxyphenyl)pyrazolo[1,5-a]pyrimidine-2-carboxamido)benzamido) ethyl)carbamate